FC1=C(C=CC=C1)C=CP(OCC(F)(F)F)=O (2,2,2-trifluoroethyl) (2-fluorophenyl)vinylphosphinate